C1(=CC=CC=C1)C1=NC(=NC(=N1)C1=CC=CC=C1)C1=C(C=CC=C1)C1=CC=C2C=3C(=CC=CC3C3(C2=C1)CCCC3)C3=CC=CC=C3 2,4-diphenyl-6-(2-(4'-phenylspiro[cyclopentane-1,9'-fluoren]-7'-yl)phenyl)-1,3,5-triazine